5-(3-aminoprop-1-yn-1-yl)-N-(4-[[4-(3,5-dichlorophenyl)piperazin-1-yl]sulfonyl]phenyl)-2-(N-methylmethane-sulfonamido)benzamide NCC#CC=1C=CC(=C(C(=O)NC2=CC=C(C=C2)S(=O)(=O)N2CCN(CC2)C2=CC(=CC(=C2)Cl)Cl)C1)N(S(=O)(=O)C)C